3-hydroxy-4'-methoxy-2-naphthanilide OC=1C(=CC2=CC=CC=C2C1)C(=O)NC1=CC=C(C=C1)OC